R-3-((4-(2-((2,6-dimethylpyrimidin-4-yl)amino)pyrazolo[1,5-a]pyridin-5-yl)-6-methylpyridin-3-yl)oxy)tetrahydrothiophene 1,1-dioxide CC1=NC(=CC(=N1)NC1=NN2C(C=C(C=C2)C2=C(C=NC(=C2)C)O[C@H]2CS(CC2)(=O)=O)=C1)C